5-(4-methoxyphenyl)-4,6-diphenyl-4-tosyl-1,4-dihydropyrimidine COC1=CC=C(C=C1)C=1C(N=CNC1C1=CC=CC=C1)(S(=O)(=O)C1=CC=C(C)C=C1)C1=CC=CC=C1